8-methyl-2-[(4-methylphenyl)methyl]-N-[(1,2-oxazol-3-yl)methyl]-4,5-dihydro-2H-furo[2,3-g]indazole-7-carboxamide CC1=C(OC=2CCC3=CN(N=C3C21)CC2=CC=C(C=C2)C)C(=O)NCC2=NOC=C2